COC1=NC=CC(=C1)CN(C1CN(CCC1)C1=NC=CN=C1)CC1=CN(C2=CC=CC=C2C1=O)C 3-({[(2-methoxypyridin-4-yl)methyl][1-(pyrazin-2-yl)piperidin-3-yl]amino}methyl)-1-methyl-1,4-dihydroquinolin-4-one